N1C[C@H](OCC1)CC#N |r| (rac)-2-morpholin-2-ylacetonitrile